4-fluorooxolan-3-yl-phosphonic acid FC1C(COC1)P(O)(O)=O